pentylbiphenyl-boric acid B(O)(O)O.C(CCCC)C1=C(C=CC=C1)C1=CC=CC=C1